(1R,4S,5S,6R)-5,6-bis(4,4,5,5-tetramethyl-1,3,2-dioxaborolan-2-yl)bicyclo[2.2.1]hept-2-ene CC1(OB(OC1(C)C)[C@@H]1[C@H]2C=C[C@@H]([C@@H]1B1OC(C(O1)(C)C)(C)C)C2)C